C(N)(=O)C=1C(=NC(=C(N1)CC)NC1CCOCC1)NC=1C=C(CCNC(CCCNC(OC(C)(C)C)=O)=O)C=C(C1)OC tert-butyl (4-((3-((3-carbamoyl-5-ethyl-6-((tetrahydro-2H-pyran-4-yl)amino)pyrazin-2-yl)amino)-5-methoxyphenethyl)amino)-4-oxobutyl)carbamate